rel-N-(6-Amino-5-ethyl-3-pyridyl)-2-[(2S,5S)-4,4-difluoro-5-methyl-2-(6-methyl-3-pyridyl)-1-piperidyl]-2-oxo-acetamide NC1=C(C=C(C=N1)NC(C(=O)N1[C@@H](CC([C@H](C1)C)(F)F)C=1C=NC(=CC1)C)=O)CC |o1:12,15|